N2-[3-(oxazol-2-yl)phenyl]-2,4-pyrimidinediamine O1C(=NC=C1)C=1C=C(C=CC1)NC1=NC=CC(=N1)N